2-isopropyl-2-isopentyl-1,3-propanediol C(C)(C)C(CO)(CO)CCC(C)C